sarcosine acetate hydrochloride Cl.C(C)(=O)O.N(C)CC(=O)O